FC1=C(C(=CC(=C1)OC)F)N1C(=NC(=C1)C1=CC=C(C=C1)OC)NC(C1=CC=C(C=C1)OC(F)F)=O N-[1-(2,6-Difluoro-4-methoxyphenyl)-4-(4-methoxyphenyl)-1H-imidazol-2-yl]-4-(difluoromethoxy)benzamide